FC1=CC2=C(CCO2)C(=C1)N1CCN(CC1)CCC1=CC=C2C(CC(NC2=C1)=O)O 7-(2-(4-(6-fluoro-2,3-dihydrobenzofuran-4-yl)piperazin-1-yl)ethyl)-4-hydroxy-3,4-dihydroquinolin-2(1H)-one